N-(3-cyano-4-methoxy-phenyl)-N-(4-fluorophenyl)-1,2-dimethyl-5-[7-[(3R)-3-methyl-3,4-dihydro-1H-isoquinoline-2-carbonyl]-1,2,3,4-tetrahydroisoquinolin-6-yl]pyrrole-3-carboxamide C(#N)C=1C=C(C=CC1OC)N(C(=O)C1=C(N(C(=C1)C=1C=C2CCNCC2=CC1C(=O)N1CC2=CC=CC=C2C[C@H]1C)C)C)C1=CC=C(C=C1)F